sodium (S)-2-(4-bromo-2-fluorophenoxy)-3-methylbutanoate BrC1=CC(=C(O[C@H](C(=O)[O-])C(C)C)C=C1)F.[Na+]